FC=1C=C(C=CC1F)CCC[C@H]1C[C@@H]2N(CCN(C2)C2=NC=C(C#N)C=C2)C1=O 6-((7S,8aS)-7-(3-(3,4-difluorophenyl)propyl)-6-oxohexahydropyrrolo[1,2-a]pyrazin-2(1H)-yl)nicotinonitrile